C12(C(=O)CC(CC1)C2(C)C)CS(=O)(=O)OCC2=CC=C(C=C2)COS(=O)(=O)CC21C(=O)CC(CC2)C1(C)C.[Na].[Na] disodium p-xylylene dicamphorsulfonate